Methyl 4-((2-phenylimidazo[1,2-a]pyrazin-3-yl)amino)benzoate C1(=CC=CC=C1)C=1N=C2N(C=CN=C2)C1NC1=CC=C(C(=O)OC)C=C1